COC(=O)[C@H]1NCC(CC1)O (2S)-5-Hydroxypiperidine-2-carboxylic acid methyl ester